4-(2-((R)-3-((R or S)-4,4-dimethyloxetan-2-yl)-1-((1-isopropyl-1H-imidazol-2-yl)methyl)pyrrolidin-3-yl)ethyl)benzonitrile CC1(C[C@@H](O1)[C@]1(CN(CC1)CC=1N(C=CN1)C(C)C)CCC1=CC=C(C#N)C=C1)C |o1:3|